(E)-3-fluoro-N-(2-methoxy-5-(4-(4-(4-oxopent-2-enoyl)piperazin-1-yl)quinazolin-6-yl)pyridin-3-yl)pyridine-4-sulfonamide FC=1C=NC=CC1S(=O)(=O)NC=1C(=NC=C(C1)C=1C=C2C(=NC=NC2=CC1)N1CCN(CC1)C(\C=C\C(C)=O)=O)OC